COC1=CC=C(C\[N+](=C/C(CCCCCCCCC)C)\[O-])C=C1 (E)-N-(4-methoxybenzyl)-2-methylundecan-1-imine oxide